C1(CC1)C1=C(C=NC2=C(C=CC=C12)C1=CC(=CC(=C1)Cl)Cl)NC(=O)[C@H]1CCOC2=CC=CC=C12 (4S)-N-[4-cyclopropyl-8-(3,5-dichlorophenyl)-3-quinolinyl]chromane-4-carboxamide